N-(2-fluoro-4,5-dinitro-phenyl)-6-methyl-pyridazin-3-amine FC1=C(C=C(C(=C1)[N+](=O)[O-])[N+](=O)[O-])NC=1N=NC(=CC1)C